S(C)(=O)(=O)[O-].[Sn+2].S(C)(=O)(=O)[O-] tin (II) mesylate